S1C=NC2=C1C=C(C=C2)NC(=O)C=2C=CC1=C(C=3N(CCO1)C=NC3)C2 N-(benzo[d]thiazol-6-yl)-5,6-dihydrobenzo[f]imidazo[1,5-d][1,4]oxazepine-10-carboxamide